1-chloro-N-(2,2-dimethyloxetan-4-yl)pyrido[3,4-d]pyridazin-4-amine ClC1=C2C(=C(N=N1)NC1CC(O1)(C)C)C=NC=C2